FC1([C@@H](COC1)OC1=C(C=C(C=C1)NC(=O)C=1N=C(OC1CC(F)(F)F)N1CCCC1)F)F (R)-N-(4-((4,4-difluorotetrahydrofuran-3-yl)oxy)-3-fluorophenyl)-2-(pyrrolidin-1-yl)-5-(2,2,2-trifluoroethyl)oxazole-4-carboxamide